2,3,5,6,7,8-hexahydro-imidazo[1,2-a]pyridine N=1CCN2C1CCCC2